C(C)(=O)NCC1CCN(CC1)CC1=CC(=NC(=C1)C1=CC(=CC(=C1)Cl)Cl)OC1=CC=C(N=N1)N1CCN(CC1)CCC(=O)O 3-(4-(6-((4-((4-(acetamidomethyl)piperidin-1-yl)methyl)-6-(3,5-dichlorophenyl)pyridin-2-yl)oxy)pyridazin-3-yl)piperazin-1-yl)propanoic acid